(2-acryloyloxybutyl)trimethylammonium iodide [I-].C(C=C)(=O)OC(C[N+](C)(C)C)CC